BrC=1C=C(C=C(C1)CC)N1CCN(CC1)C(=O)OC(C)(C)C Tert-butyl 4-(3-bromo-5-ethylphenyl)piperazine-1-carboxylate